C1(CC(C(CC(=O)O)(O)C(=O)O)C(=O)O)=NC=CC=2C3=CC=C(OC)C=C3NC12 harmine-citric acid